FC1=C(C=CC(=N1)OCC1CN(C1)C(=O)N1C[C@@H]2[C@@H](OCC(N2)=O)CC1)C(F)(F)F (4aR,8aS)-6-[3-[[6-fluoro-5-(trifluoromethyl)-2-pyridyl]oxymethyl]azetidine-1-carbonyl]-4,4a,5,7,8,8a-hexahydropyrido[4,3-b][1,4]oxazin-3-one